α-methylstyryllithium CC(=CC1=CC=CC=C1)[Li]